CN1[C@H](C[C@@H](CC1)C)C(=O)N[C@H](C(=O)N(CCCCCC)[C@H](C[C@@H](O)C=1SC=C(N1)C(=O)O)C(C)C)[C@H](CC)C 2-[(1R,3R)-3-[(2S,3S)-2-{[(2R,4R)-1,4-Dimethylpiperidin-2-yl]formamido}-N-hexyl-3-methylpentanamido]-1-hydroxy-4-methylpentyl]-1,3-thiazole-4-carboxylic acid